C(C)(C)(C)OC(=O)N1C[C@@H]2N(CC1)C(NC2)=O (R)-3-oxohexahydroimidazo[1,5-a]Pyrazine-7(1H)-carboxylic acid tert-butyl ester